Cl.N=1N=C(NC1)COC1=C(C=C(C=C1)C1=CC(=CC=2N(C(N(C21)C)=O)CC(=O)NC2=CC=C(C=C2)F)C(F)(F)F)OC 2-(4-(4-((4H-1,2,4-triazol-3-yl)methoxy)-3-methoxyphenyl)-3-methyl-2-oxo-6-(trifluoromethyl)-2,3-dihydro-1H-benzo[d]imidazol-1-yl)-N-(4-fluorophenyl)acetamide hydrochloride salt